C(CCCOS(=O)(=O)[S-])CCOS(=O)(=O)[S-].[Na+].[Na+] sodium hexamethylene-1,6-bisthiosulfate dihydrate